[(3R,3'R)-3'-hydroxy-1,4-dihydro-1'H,2H-spiro[isoquinoline-3,4'-piperidin]-1'-yl]{8-[(1R)-1-methoxyethyl]-6-[(2-methoxyethyl)(methyl)amino]imidazo[1,2-a]pyridin-2-yl}methanone O[C@@H]1CN(CC[C@@]12NCC1=CC=CC=C1C2)C(=O)C=2N=C1N(C=C(C=C1[C@@H](C)OC)N(C)CCOC)C2